methyl 2-[3-(1,3-benzothiazol-2-ylamino)-4-methyl-6,7-dihydro-5H-pyrido[2,3-c]pyridazin-8-yl]-5-[3-[2-fluoro-4-[3-methyl-3-(methylamino)but-1-ynyl]phenoxy]propyl]thiazole-4-carboxylate S1C(=NC2=C1C=CC=C2)NC2=C(C1=C(N=N2)N(CCC1)C=1SC(=C(N1)C(=O)OC)CCCOC1=C(C=C(C=C1)C#CC(C)(NC)C)F)C